β-(3',5'-di-tert-butyl-4'-hydroxyphenyl)propionate C(C)(C)(C)C=1C=C(C=C(C1O)C(C)(C)C)CCC(=O)[O-]